6-(4-methoxypyridin-3-yl)-4-methyl-1-(4-((2R,3S)-2-methyl-3-((methylsulfonyl)methyl)azetidin-1-yl)pyridin-2-yl)-1H-pyrazolo[4,3-c]pyridine COC1=C(C=NC=C1)C1=CC2=C(C(=N1)C)C=NN2C2=NC=CC(=C2)N2[C@@H]([C@H](C2)CS(=O)(=O)C)C